C1(CCC1)C(C)C=1C(=C2CCCC2=CC1)NC(=O)C1=C(OC=C1C(C)(C)O)S(=O)(N)=N ((5-(1-cyclobutylethyl)-2,3-dihydro-1H-inden-4-yl)carbamoyl)-4-(2-hydroxypropan-2-yl)furan-2-sulfonimidamide